C1(CC1)C=1N=NN(C1)[C@H](C(=O)N1[C@@H](C[C@H](C1)O)C(=O)NCC(NC(C)C1=NC=CC=C1)=O)C(C)(C)C (2S,4r)-1-[(2S)-2-(4-cyclopropyl-triazol-1-yl)-3,3-dimethyl-butyryl]-4-hydroxy-N-[2-oxo-2-[1-(2-pyridyl)ethylamino]ethyl]pyrrolidine-2-carboxamide